C1=CC=CC=2C3=CC=CC=C3C3(C12)C1=CC=CC=C1N(C=1C=CC=CC13)C1=CC=C(C=C1)B(O)O (4-(10H-spiro[acridine-9,9-fluorene]-10-yl)phenyl)boronic acid